2-(tetrahydrofuran-3-yloxy)-3-(4,4,5,5-tetramethyl-1,3,2-dioxaborolan-2-yl)pyridine O1CC(CC1)OC1=NC=CC=C1B1OC(C(O1)(C)C)(C)C